N-((6-methoxy-3-pyridazinyl)methyl)-6-quinolinecarboxamide COC1=CC=C(N=N1)CNC(=O)C=1C=C2C=CC=NC2=CC1